N(=[N+]=[N-])C(C(=O)O)(C)C1=CC2=CC=C(C=C2C=C1)OC 2-azido-2-(6-methoxynaphthalen-2-yl)propionic acid